FC(C1=NC=CC(=C1)C1=NOC(=C1)[C@@H](C)NC(=O)C1CCCCC1)(F)F (R)-N-(1-(3-(2-(trifluoromethyl)pyridin-4-yl)isoxazol-5-yl)ethyl)cyclohexanecarboxamide